5-((5-(3-(4-(tert-butyl)pyrimidin-2-yl)cyclopentyl)-1H-pyrazol-3-yl)amino)-6-fluoro-2,3-dihydrobenzo[d]isothiazole 1,1-dioxide C(C)(C)(C)C1=NC(=NC=C1)C1CC(CC1)C1=CC(=NN1)NC=1C(=CC2=C(CNS2(=O)=O)C1)F